2,6-Dimethoxy-3-(5-isobutyl-tetrazol-2-yl)-pyrazine COC1=NC(=CN=C1N1N=C(N=N1)CC(C)C)OC